[Cl-].OC(C)C=1N(C(=NC1)C)C 1-hydroxyethyl-2,3-dimethylimidazole chloride